FC1=CC=C(C=C1)NC(=O)C1(CC1)C=1N=C2CCCN(C2=CC1)C(=O)OC methyl 6-{1-[(4-fluorophenyl)carbamoyl] cyclopropyl}-3,4-dihydro-1,5-naphthyridine-1(2H)-carboxylate